3-Amino-4-(7-fluoro-1H-indazol-4-yl)-7-isothiazol-5-yl-1H-1,5-naphthyridin-2-one NC=1C(NC2=CC(=CN=C2C1C1=C2C=NNC2=C(C=C1)F)C1=CC=NS1)=O